3-(5-aminopentyl)aniline NCCCCCC=1C=C(N)C=CC1